((1R,4aS,10aR)-7-Isopropyl-1,4a-dimethyl-1,2,3,4,4a,9,10,10a-octahydrophenanthren-1-yl)methanamine (1R,2R)-2-(4-bromothiophen-2-yl)cyclopropanecarboxylate BrC=1C=C(SC1)[C@H]1[C@@H](C1)C(=O)O.C(C)(C)C1=CC=C2[C@]3(CCC[C@@]([C@@H]3CCC2=C1)(C)CN)C